(S)-1-(6,7-dichloro-4-ethyl-8-methoxy-1-methyl-1,3-dihydro-2H-pyrrolo[3,4-c]quinolin-2-yl)-2-hydroxyethan-1-one ClC1=C(C(=CC=2C3=C(C(=NC12)CC)CN([C@H]3C)C(CO)=O)OC)Cl